N[C@H]1C[C@H](N(C1)C1=NC(=CC=C1C)NC1=CC2=C(C=N1)SC(=N2)C2=NC=CC=C2C)CO [(2S,4S)-4-Amino-1-(3-methyl-6-{[2-(3-methylpyridin-2-yl)-[1,3]thiazolo[5,4-c]pyridin-6-yl]amino}pyridin-2-yl)pyrrolidin-2-yl]methanol